C(C(=C)C)(=O)OCC1=CC=C(C=C1)F 4-fluorobenzyl methacrylate